2-[(R)-amino[1-(azetidine-3-sulfonyl)piperidin-4-yl]methyl]-4,5-dichlorophenol N[C@@H](C1=C(C=C(C(=C1)Cl)Cl)O)C1CCN(CC1)S(=O)(=O)C1CNC1